CN(C1=CC=C(C=C1)C=1C=C2C(=NC1)NN=C2C(=O)C=2C(=C(C=CC2F)NS(=O)(=O)CCC)F)C N-(3-(5-(4-(Dimethylamino)phenyl)-1H-pyrazolo[3,4-b]pyridin-3-carbonyl)-2,4-difluorophenyl)propan-1-sulfonamid